N1=CC=C(C=C1)/C=C/C1=NNC2=CC=CC=C12 3-((E)-2-(pyridin-4-yl)vinyl)-1H-indazole